C(C)C=1C=C2C(C=C(OC2=C(C1)C(C)NC1=C(C(=O)O)C=CC=C1)C1=CC2=CN(N=C2C=C1)C)=O 2-((1-(6-ethyl-2-(2-methyl-2H-indazol-5-yl)-4-oxo-4H-chromen-8-yl)ethyl)amino)benzoic acid